3-(1-methyl-1,2,5,6-tetrahydropyridin-3-yl)-1H-pyrrolo[2,3-b]pyridine CN1CC(=CCC1)C1=CNC2=NC=CC=C21